2-[(2S,3S,4R,5R,6R)-3,5-Diacetyloxy-2-(acetyloxymethyl)-6-[4-[(E)-3-oxo-3-phenylprop-1-enyl]phenoxy]oxan-4-yl]acetic acid C(C)(=O)O[C@@H]1[C@@H](O[C@@H]([C@@H]([C@@H]1CC(=O)O)OC(C)=O)OC1=CC=C(C=C1)\C=C\C(C1=CC=CC=C1)=O)COC(C)=O